OCC(CNC(=O)N1CC(C1)OC=1C=C(OC2=CC=C(C=N2)C(=O)N[C@H](C(=O)OC)CCC(C)(C)C)C=CC1)COCCOCC#C methyl (2S)-2-[[6-[3-[1-[[2-(hydroxymethyl)-3-(2-prop-2-ynoxyethoxy) propyl]carbamoyl]azetidin-3-yl]oxyphenoxy]pyridine-3-carbonyl]amino]-5,5-dimethyl-hexanoate